(E)-2-cyano-3-(1-(4-(pentafluorosulfanyl)benzyl)-1H-pyrrolo[2,3-b]pyridin-3-yl)acrylic acid C(#N)/C(/C(=O)O)=C\C1=CN(C2=NC=CC=C21)CC2=CC=C(C=C2)S(F)(F)(F)(F)F